(2R,3R)-3-(3-(4-(4-chloro-2,6-difluorobenzyloxy)phenyl)isoxazol-5-yl)-2-(2,4-difluorophenyl)-1-(1H-1,2,4-triazol-1-yl)butan-2-ol ClC1=CC(=C(COC2=CC=C(C=C2)C2=NOC(=C2)[C@@H]([C@@](CN2N=CN=C2)(O)C2=C(C=C(C=C2)F)F)C)C(=C1)F)F